tert-Butyl (S)-3-(4-amino-7-bromo-1-isopropyl-1H-imidazo[4,5-c]quinolin-2-yl)piperidine-1-carboxylate NC1=NC=2C=C(C=CC2C2=C1N=C(N2C(C)C)[C@@H]2CN(CCC2)C(=O)OC(C)(C)C)Br